C1(CC1)C1=NN2C(NC=3C(=C2)CN(C3)CCOC)=C1 2-cyclopropyl-6-(2-methoxyethyl)-6,7-dihydro-4H-pyrazolo[1,5-a]pyrrolo[3,4-d]pyrimidine